C(CCCCCCC)C=1N=C(SC1)C=1SC=CC1CCCCCCCC 4-octyl-2-(3-octylthiophen-2-yl)thiazole